trifluoro-propan FC(CC)(F)F